Ethyl-3-(2-hydroxypropan-2-yl)-4-iodo-1H-pyrazole C(C)N1N=C(C(=C1)I)C(C)(C)O